BrC1=CC=C(C=C1)C1C(CN(CC1)CC)F 4-(4-bromophenyl)-1-ethyl-3-fluoro-piperidine